N-{(6R,7aR)-2-[6-(difluoromethoxy)-4-(2,4,6-trifluorophenyl)-1,2-benzoxazol-3-yl]-7,7-difluoro-3-oxohexahydro-1H-pyrrolo[1,2-c]imidazol-6-yl}ethanesulfonamide FC(OC1=CC2=C(C(=NO2)N2C(N3[C@H](C2)C([C@@H](C3)NS(=O)(=O)CC)(F)F)=O)C(=C1)C1=C(C=C(C=C1F)F)F)F